4-(4-cyclopentanecarbonylpiperazin-1-yl)-1-[5-(difluoromethyl)-1,3,4-thiadiazol-2-yl]-N-(oxetan-3-ylidene)indazole-6-sulfonamide C1(CCCC1)C(=O)N1CCN(CC1)C1=C2C=NN(C2=CC(=C1)S(=O)(=O)N=C1COC1)C=1SC(=NN1)C(F)F